C(C)(C)(C)OC(=O)NC1=CC(=C(C=C1F)C(C(=O)O)C)[N+](=O)[O-] 2-(4-((tert-butoxycarbonyl)amino)-5-fluoro-2-nitrophenyl)propanoic acid